CN1N=CC(=C1)NC1=NC=CC(=N1)N1C[C@H]2CC[C@@H](C1)N2C2CN(C2)S(=O)(=O)C N-(1-methyl-1H-pyrazol-4-yl)-4-{(1R,5S)-8-[1-(methylsulfonyl)azetidin-3-yl]-3,8-diazabicyclo[3.2.1]oct-3-yl}pyrimidin-2-amine